2-((5-((1-(methylsulfonyl)piperidin-4-yl)methoxy)-4-oxo-4H-pyran-2-yl)methyl)-5-(trifluoromethyl)isoindoline-2-oxide CS(=O)(=O)N1CCC(CC1)COC=1C(C=C(OC1)C[N+]1(CC2=CC=C(C=C2C1)C(F)(F)F)[O-])=O